CC1=CC=C(C2=CC=CC=C12)CCC(=O)O 3-(4-methylnaphthalen-1-yl)propionic acid